NC1CCC(CC1)NC1=NC=CC(=N1)C1=C(OC2=C(C=C(C=C2)NS(=O)(=O)C2=C(C=CC=C2)Cl)F)C=C(C=C1)C1=CC=CC=C1 N-[4-[2-[2-[(1r,4r)-(4-Aminocyclohexyl)amino]pyrimidin-4-yl]-5-phenylphenoxy]-3-fluorophenyl]2-chlorobenzenesulfonamide